C(#N)C1=C(C(=CC(=C1)C#N)C#N)C=1N(C(=C(N1)C1=CC=CC=C1)C1=CC=CC=C1)C1(N=C(C(=N1)C1=CC=CC=C1)C1=CC=CC=C1)C1=C(C=C(C=C1C#N)C#N)C#N 2,2'-bis(2,4,6-tricyanophenyl)-4,4',5,5'-tetraphenyl-1,2'-biimidazole